lithium cobalt manganese boron oxide [B]=O.[Mn].[Co].[Li]